OC1=C(C=C2CC(CN3C2=C1CC(C3)(C)C)(C)C)C=O 8-hydroxy-2,2,6,6-tetramethyl-2,3,6,7-tetrahydro-1H,5H-pyrido[3,2,1-ij]quinoline-9-carbaldehyde